ClC=1C(=C2N=C(N=C3C2=C(OCC2[C@@H]4CC[C@H](CN32)N4C(=O)OCCCC)N1)SC)F butyl (6S,9R)-2-chloro-1-fluoro-12-(methylthio)-5a,6,7,8,9,10-hexahydro-5H-4-oxa-3,10a,11,13,14-pentaaza-6,9-methanonaphtho[1,8-ab]heptalene-14-carboxylate